CN1C2CN(C(C1)C2)C2CN(C2)C2=C(C(=CC=C2)N)N 3-(3-(5-methyl-2,5-diazabicyclo[2.2.1]heptan-2-yl)azetidin-1-yl)benzene-1,2-diamine